tert-butyl (2R)-2-(carbamoylmethyl)pyrrolidine-1-carboxylate C(N)(=O)C[C@@H]1N(CCC1)C(=O)OC(C)(C)C